ClC1=CC=C(C=C1)C=1NC(=CN1)C1=CC=C(C=C1)OC 2-(4-Chlorophenyl)-5-(4-methoxyphenyl)-1H-imidazole